8-(2,3-Dihydrobenzo[b][1,4]dioxin-6-yl)-5-fluoro-9-(quinolin-4-yl)-2,7,8,9-tetrahydro-3H-pyrido[4,3,2-DE]phthalazin-3-one O1C2=C(OCC1)C=C(C=C2)C2C(C1=NNC(C=3C=C(C=C(C13)N2)F)=O)C2=CC=NC1=CC=CC=C21